N-(2,6-difluorobenzyl)-6-(7-(1-methyl-1H-pyrazol-4-yl)imidazo[1,2-a]pyridin-3-yl)pyridin-2-amine FC1=C(CNC2=NC(=CC=C2)C2=CN=C3N2C=CC(=C3)C=3C=NN(C3)C)C(=CC=C1)F